(2,2,2-trifluoroethylidene)propane-2-sulfinamide FC(C=CC(C)S(=O)N)(F)F